C(C1=CC=CC=C1)OC(=O)NCC1=NC2=C(N1CC)C=C(C=C2)C(=O)O ({[(benzyloxy)carbonyl]amino}methyl)-1-ethyl-1H-1,3-benzodiazole-6-carboxylic acid